2,2'-Azoisobutyronitrile CC(C)(C#N)N=NC(C)(C)C#N